methanesulfonic acid 2-{2-[2-(2-nitro-phenoxy)-ethoxy]-ethoxy}-ethyl ester [N+](=O)([O-])C1=C(OCCOCCOCCOS(=O)(=O)C)C=CC=C1